3-ethyl-2-[(3-ethyl-2-benzothiazolinylidene)methyl]benzothiazolium C(C)[N+]1=C(SC2=C1C=CC=C2)C=C2SC1=C(N2CC)C=CC=C1